1-(4-(3-(2-(difluoromethyl)pyridin-4-yl)-2-(methoxymethyl)-1-tosyl-1H-pyrrolo[2,3-b]pyridin-5-yl)benzyl)piperidin-3-ol FC(C1=NC=CC(=C1)C1=C(N(C2=NC=C(C=C21)C2=CC=C(CN1CC(CCC1)O)C=C2)S(=O)(=O)C2=CC=C(C)C=C2)COC)F